(S)-methyl 2'-chloro-6'-(5-chloro-6-fluoro-1H-1,3-benzodiazol-2-yl)-4-{[(1R)-1-phenylbutyl]carbamoyl}-[1,1'-biphenyl]-2-carboxylate ClC1=C(C(=CC=C1)C1=NC2=C(N1)C=C(C(=C2)Cl)F)C=2C(=CC(=CC2)C(N[C@H](CCC)C2=CC=CC=C2)=O)C(=O)OC